3-[1-(2-Methoxyethyl)butylsulfanyl]-1-(2,6,6-trimethylcyclohex-3-en-1-yl)butan-1-one COCCC(CCC)SC(CC(=O)C1C(C=CCC1(C)C)C)C